CC1=C(C(=NO1)C=1C=NC(=CC1)C)COC1=CC=C(N=N1)C(=O)NC1CC2(COC2)C1 6-((5-Methyl-3-(6-methylpyridin-3-yl)isoxazol-4-yl)methoxy)-N-(2-oxaspiro[3.3]heptan-6-yl)pyridazin-3-carboxamid